N[C@H](C(=O)N(C)OC)C[C@H]1C(NCC1)=O (S)-2-amino-N-methoxy-N-methyl-3-((S)-2-oxopyrrolidin-3-yl)propanamide